(S)-1-cyano-N-(5-(tetrahydro-2H-pyran-4-yl)-1H-pyrazol-3-yl)pyrrolidine-3-carboxamide C(#N)N1C[C@H](CC1)C(=O)NC1=NNC(=C1)C1CCOCC1